methyl-N-(5-methyl-1H-pyrazol-3-yl)-7-(3-(pyrrolidin-1-yl)propoxy)quinazolin-4-amine CC1=NC2=CC(=CC=C2C(=N1)NC1=NNC(=C1)C)OCCCN1CCCC1